C(C=C)(=O)N1CCN(CC1)C(CC1CC1)C1=CC=C(C=C1)[C@H](C)NC=1N=CC2=C(N1)N(C(C=C2)=O)CC 2-{[(1S)-1-{4-[1-(4-acryloylpiperazin-1-yl)-2-cyclopropylethyl]phenyl}ethyl]amino}-8-ethylpyrido[2,3-d]pyrimidin-7(8H)-one